1-(2,2,2-trifluoro-ethyl)triazole-4-carbaldehyde FC(CN1N=NC(=C1)C=O)(F)F